7'-(3-fluorobicyclo[1.1.1]pentan-1-yl)-2'-((4-methyl-6-(oxazol-5-yl)pyridin-3-yl)amino)spiro[cyclopropane-1,5'-pyrrolo[2,3-d]pyrimidin]-6'(7'H)-one FC12CC(C1)(C2)N2C(C1(C3=C2N=C(N=C3)NC=3C=NC(=CC3C)C3=CN=CO3)CC1)=O